C(CCCCC=CCC)OC=1C=C(C=CC1)O 3-(non-6-en-1-yloxy)phenol